C(#N)C=1C(=NC(=C(C1C1CC1)C#N)N1CC(C1)O)SC(C(=O)N)C1=CC=CC=C1 2-((3,5-dicyano-4-cyclopropyl-6-(3-hydroxyazetidin-1-yl)pyridin-2-yl)sulfanyl)-2-phenylacetamide